CN(C(=O)C=1C=C2C(C=C(OC2=C(C1)C=C)N1CCOCC1)=O)C N,N-dimethyl-2-morpholino-4-oxo-8-vinyl-4H-chromene-6-carboxamide